3-(triethoxysilyl)-1-propanamine C(C)O[Si](CCCN)(OCC)OCC